4-(6-aminohexyl)piperazine-1-carboxylic acid-2-methylpropan-2-yl ester CC(C)(C)OC(=O)N1CCN(CC1)CCCCCCN